FC=1C(=NC(=CC1)C)OC1CCC2(CN(C2)C(=O)C2CC(C2)(C)O)CC1 (7-((3-Fluoro-6-methylpyridin-2-yl)oxy)-2-azaspiro[3.5]nonan-2-yl)((1s,3s)-3-hydroxy-3-methylcyclobutyl)methanone